C1(CC1)C#C[C@@]1(NC(NC2=CC(=CC=C12)CN1C=NC(=CC1=O)COC)=O)C(C)(F)F (S)-4-(cyclopropylethynyl)-4-(1,1-difluoroethyl)-7-((4-(methoxymethyl)-6-oxopyrimidin-1(6H)-yl)methyl)-3,4-dihydroquinazolin-2(1H)-one